Tert-butyl (S)-(8-(2-chloro-4-hydroxyphenyl)-9-(4-((1-(3-fluoropropyl)pyrrolidin-3-yl)oxy)phenyl)-6,7-dihydro-5H-benzo[7]annulen-3-yl)carbamate ClC1=C(C=CC(=C1)O)C=1CCCC2=C(C1C1=CC=C(C=C1)O[C@@H]1CN(CC1)CCCF)C=CC(=C2)NC(OC(C)(C)C)=O